N-(5-((6-((S)-3-(2,3-dichlorobenzyl)isoxazolidine-2-yl)pyrimidine-4-yl)amino)-2-(4-((2S,6R)-2,6-dimethylmorpholino)piperidine-1-yl)-4-methoxyphenyl)acrylamide ClC1=C(C[C@@H]2N(OCC2)C2=CC(=NC=N2)NC=2C(=CC(=C(C2)NC(C=C)=O)N2CCC(CC2)N2C[C@@H](O[C@@H](C2)C)C)OC)C=CC=C1Cl